(S) or (R)-2-ethyl-N'-(((R)-3-methyl-1,2,3,5,6,7-hexahydrodicyclopenta[b,e]pyridin-8-yl)carbamoyl)thiazole-5-sulfonimidamide C(C)C=1SC(=CN1)[S@](=O)(N)=NC(NC1=C2C(=NC3=C1CCC3)[C@@H](CC2)C)=O |o1:7|